propyl-pyridinesultone C(CC)C1N2C(=CC=C1)OS2(=O)=O